NC=1C(=C2C(=NC1)N(C=C2)S(=O)(=O)C2=CC=CC=C2)NN2CCCC2 ((5-amino-1-(phenylsulfonyl)-1H-pyrrolo[2,3-b]pyridin-4-yl)amino)pyrrolidin